C1(CCCC1)N1[C@@H](C(N(C=2C=NC(=NC12)NC1=C(C=C(C(=O)N(C2CC(C2)CC2CCNCC2)C)C=C1)OC)C)=O)CC 4-[[(7R)-8-cyclopentyl-7-ethyl-5-methyl-6-oxo-7H-pteridin-2-yl]amino]-3-methoxy-N-methyl-N-[3-(4-piperidylmethyl)cyclobutyl]benzamide